tert-Butyl 7-((3-(difluoromethyl)-6-ethylpyridin-2-yl)oxy)-2-azaspiro[3.5]nonane-2-carboxylate FC(C=1C(=NC(=CC1)CC)OC1CCC2(CN(C2)C(=O)OC(C)(C)C)CC1)F